C(C)(=O)O[C@H]1[C@](C=C2C([C@](C3(C(=C12)C)CC3)(C)O)=O)(C)C=O (2'R,3'R,6'R)-2'-formyl-6'-hydroxy-2',4',6'-trimethyl-7'-oxo-2',3',6',7'-tetrahydrospiro[cyclopropane-1,5'-inden]-3'-yl acetate